3-(5-(4,10-bis(4-(diphenylamino) phenyl)-5-methyl-5H-[1,2,5]oxadiazolo[3,4-b]carbazol-7-yl) furan-2-yl)-2-cyanoacrylate C1(=CC=CC=C1)N(C1=CC=C(C=C1)C=1C=2C(C(=C3C=4C=CC(=CC4N(C13)C)C1=CC=C(O1)C=C(C(=O)[O-])C#N)C1=CC=C(C=C1)N(C1=CC=CC=C1)C1=CC=CC=C1)=NON2)C2=CC=CC=C2